3-(1-((2-aminoethyl)(cyclopropyl)amino)-3,3,3-trifluoropropyl)-2-fluorobenzonitrile hydrochloride Cl.NCCN(C(CC(F)(F)F)C=1C(=C(C#N)C=CC1)F)C1CC1